6-[(2R,5S)-5-methyl-2-piperidyl]-2-[(4R)-1,2,2-trimethyl-4-piperidyl]indazole C[C@H]1CC[C@@H](NC1)C=1C=CC2=CN(N=C2C1)[C@H]1CC(N(CC1)C)(C)C